C(CCCCCCCCCCCCCCC)(=O)N[C@@H]([C@H](O)C)C(=O)O N-hexadecanoylthreonine